7-Methoxycoumarin COC1=CC=C2C=CC(OC2=C1)=O